tert-Butyl (2S,5R)-4-(1-(6-fluoroquinolin-2-yl)-2-methylpropyl)-2,5-dimethylpiperazine-1-carboxylate FC=1C=C2C=CC(=NC2=CC1)C(C(C)C)N1C[C@@H](N(C[C@H]1C)C(=O)OC(C)(C)C)C